1-{6-(ethylsulfonyl)-5-[3-methyl-6-(trifluoromethyl)-3H-imidazo[4,5-c]pyridin-2-yl]thieno[3,2-b]thiophen-3-yl}-3-methylurea C(C)S(=O)(=O)C1=C(SC2=C1SC=C2NC(=O)NC)C2=NC1=C(C=NC(=C1)C(F)(F)F)N2C